CS(=O)(=O)C1=CC=C(C=N1)NC(OC(C)(C)C)=O tert-butyl (6-(methylsulfonyl)pyridin-3-yl)carbamate